FC1=CC=C(CN(C2=CC3=C(C(=CC(O3)=O)C(F)(F)F)C=C2)C)C=C1 7-((4-fluorobenzyl)(methyl)amino)-4-(trifluoromethyl)-2H-benzopyran-2-one